OCCN[C@@H]1[C@@H](CC2=CC(=CC=C12)OCC=1C(=C(C=CC1)C1=CC=CC=C1)C)O (1S,2R)-1-((2-hydroxyethyl)amino)-5-((2-methyl-[1,1'-biphenyl]-3-yl)methoxy)-2,3-dihydro-1H-inden-2-ol